FC1=C(C=CC(=C1)C1=NO[C@H](C1)CN1N=NC=C1)C1=CC=2N(C=C1)C(=NN2)C2(CN(C2)C(=O)OC(C)(C)C)C tert-butyl 3-[7-(2-fluoro-4-{(5R)-5-[(1H-1,2,3-triazol-1-yl)methyl]-4,5-dihydro-1,2-oxazol-3-yl}phenyl)[1,2,4]triazolo[4,3-a]pyridin-3-yl]-3-methylazetidine-1-carboxylate